2-[[5-(4-Chloro-2-fluorophenyl)-3-ethyltriazol-4-yl]methyl]-5-(3-pyridazin-3-yloxyazetidin-1-yl)pyridazin-3-on ClC1=CC(=C(C=C1)C1=C(N(N=N1)CC)CN1N=CC(=CC1=O)N1CC(C1)OC=1N=NC=CC1)F